Iron-Silicon-Aluminum-Nickel [Ni].[Al].[Si].[Fe]